tert-butyl (1R,2S)-2-[1-(tert-butoxycarbonyl)-3-({5-[(difluoromethyl)sulfanyl]-3-methoxypyridin-2-yl}amino)indazol-6-yl]-5'-methoxy-2'-oxospiro[cyclopropane-1,3'-indole]-1'-carboxylate C(C)(C)(C)OC(=O)N1N=C(C2=CC=C(C=C12)[C@@H]1C[C@@]12C(N(C1=CC=C(C=C21)OC)C(=O)OC(C)(C)C)=O)NC2=NC=C(C=C2OC)SC(F)F